BrC=1C(=C(C=CC1)N1C(C(C2=CC(=CC=C12)C1CCN(CC1)C(=O)OC(C)(C)C)(C)C)=O)C(N)=O tert-butyl 4-(1-(3-bromo-2-carbamoylphenyl)-3,3-dimethyl-2-oxoindolin-5-yl)piperidine-1-carboxylate